COC1=CC2=C(CN(CCC2)C2=CC(=C(C(=C2)C)NC(CC(C)(C)C)=O)C)C=C1 N-(4-(7-methoxy-1,3,4,5-tetrahydro-2H-benzo[c]azepine-2-yl)-2,6-dimethyl-Phenyl)-3,3-dimethylbutanamide